2,N-dicyclohexyl-2-[2-(4-difluoromethoxy-phenyl)-benzimidazol-1-yl]-acetamide C1(CCCCC1)C(C(=O)NC1CCCCC1)N1C(=NC2=C1C=CC=C2)C2=CC=C(C=C2)OC(F)F